(S)-1-(5-(2-(1-cyclopropylethyl)-4-(4-hydroxy-4-methylpiperidin-1-yl)-3-oxo-2,3-dihydro-1H-pyrrolo[3,4-c]pyridin-6-yl)-4-methylthiazol-2-yl)-3-methylurea C1(CC1)[C@H](C)N1C(C=2C(=NC(=CC2C1)C1=C(N=C(S1)NC(=O)NC)C)N1CCC(CC1)(C)O)=O